2-methoxy-5-[[2-[(2R,5S)-5-methyl-2-[5-(methylcarbamoyl)-2-thienyl]-1-piperidyl]-2-oxo-acetyl]amino]pyridine-3-carboxamide COC1=NC=C(C=C1C(=O)N)NC(C(=O)N1[C@H](CC[C@@H](C1)C)C=1SC(=CC1)C(NC)=O)=O